2-((2-methoxy-4-(2-methyl-1H-imidazol-1-yl)phenyl)amino)-4-((tetrahydro-2H-pyran-4-yl)amino)-7H-pyrrolo[2,3-d]pyrimidine-5-carbonitrile COC1=C(C=CC(=C1)N1C(=NC=C1)C)NC=1N=C(C2=C(N1)NC=C2C#N)NC2CCOCC2